CN1C(C=C(C(=C1)B1OC(C(O1)(C)C)(C)C)/C=C/C(=O)OCC)=O ethyl (E)-3-(1-methyl-2-oxo-5-(4,4,5,5-tetramethyl-1,3,2-dioxaborolan-2-yl)-1,2-dihydropyridin-4-yl)acrylate